4,4'-Dihydroxydiphenyl disulfide OC1C=CC(SSC2C=CC(O)=CC=2)=CC=1